C(#N)C=1C=C(CON=C(C)C2=CC(=C(CN3CC(C3)C(=O)O)C=C2)CC)C=CC1OC(C)C 1-(4-(1-(((3-cyano-4-isopropoxybenzyl)oxy)imino)ethyl)-2-ethylbenzyl)azetidine-3-carboxylic acid